FC(C)(F)C=1C(=C(C=CC1)C(C)=O)F 1-[3-(1,1-difluoroethyl)-2-fluoro-phenyl]ethanone